O=C1NC2=CC=C(C=C2C=C1)C(=O)N 2-oxoquinoline-6-carboxamide